FC=1C=C(C=C(C1N[C@@H](CSC1=CC=C(C=C1)F)CCN1CC(C1)F)F)S(=O)(=O)NC(=O)[C@]12OCC[C@H](OC1)C2 (1R,5S)-N-((3,5-difluoro-4-(((R)-4-(3-fluoroazetidin-1-yl)-1-((4-fluorophenyl)thio)butan-2-yl)amino)phenyl)sulfonyl)-2,6-dioxabicyclo[3.2.1]octane-1-carboxamide